4-[(3R)-3-methylmorpholin-4-yl]-6-[4-(1H-pyrazol-5-yl)phenyl]-1H-pyridin-2-one C[C@H]1N(CCOC1)C1=CC(NC(=C1)C1=CC=C(C=C1)C1=CC=NN1)=O